2-chlorotoluene ClC1=C(C)C=CC=C1